2-fluoro-3-(2-tetrahydropyran-2-yloxyethoxy)benzonitrile FC1=C(C#N)C=CC=C1OCCOC1OCCCC1